Allylidene diacetate C(C)(=O)OC(C=C)OC(C)=O